NC1=C(C(=NN1CC(F)(F)F)Br)C#N amino-3-bromo-1-trifluoroethyl-1H-pyrazole-4-carbonitrile